N-(2,2-dimethoxyethyl)-2,3-dimethoxybenzamide COC(CNC(C1=C(C(=CC=C1)OC)OC)=O)OC